1,4-Dimethylpyrrolo[1,2-a]pyrazine CC=1C=2N(C(=CN1)C)C=CC2